2-chloro-1,3-dimethylbenzimidazolium chloride [Cl-].ClC=1N(C2=C([N+]1C)C=CC=C2)C